Cl.NCC=1N=CN(C1)C(C(=O)O)CCC(=O)OC(C)(C)C (4-(aminomethyl)-1h-imidazol-1-yl)-5-tert-butoxy-5-oxopentanoic acid hydrochloride